4-amino-N,3-dimethyl-N-(4-(1-methyl-1H-pyrazol-3-yl)-2,3-dihydrothieno[3,4-b]furan-3-yl)-1,3-dihydrofuro[3,4-c]quinoline-8-carboxamide NC1=NC=2C=CC(=CC2C2=C1C(OC2)C)C(=O)N(C2C=1C(OC2)=CSC1C1=NN(C=C1)C)C